NCC1=CC(=CS1)C(=N)N (R)-5-(aminomethyl)thiophene-3-carboxamidine